[Cu].C1=CC=C(C=C1)S(=O)(=O)O (4-benzenesulfonic acid) copper